BrCC(C(=O)O)(C(=O)O)O 2-(bromomethyl)-2-hydroxymalonic acid